O[C@H]1[C@@H](COC1)N1C=NC2=C(C1=O)C=C(N=C2C=2C=NN(C2)C)C2=NC=C(C=C2)C(F)(F)F 3-((3R,4S)-4-Hydroxytetrahydrofuran-3-yl)-8-(1-methyl-1H-pyrazol-4-yl)-6-(5-(trifluoromethyl)pyridin-2-yl)pyrido[3,4-d]pyrimidin-4(3H)-one